C(#N)C=1C(=NC(=CC1C(F)(F)F)C)N1C(C2C(C1)CCC2)C(=O)NN=CN(C)C N'-(2-(3-cyano-6-methyl-4-(trifluoromethyl)pyridin-2-yl)octahydrocyclopenta[c]pyrrole-1-carbonyl)-N,N-dimethylformohydrazonamide